(S)-2-((4-(6-((4-cyano-2-fluorobenzyl)oxy)pyridin-2-yl)piperidin-1-yl)methyl)-3-(oxetan-2-ylmethyl)-7,8-dihydro-3H-[1,4]dioxino[2',3':3,4]benzo[1,2-d]imidazole-5-carboxylate C(#N)C1=CC(=C(COC2=CC=CC(=N2)C2CCN(CC2)CC2=NC3=C(N2C[C@H]2OCC2)C=C(C2=C3OCCO2)C(=O)[O-])C=C1)F